I[SiH2]I diiodoSilane